C(CCC1=CC=CC=C1)(=O)[O-] Hydrocinnamat